C1(CCCCC1)NC1CCCCC1 N-cyclohexylcyclohexane-amine